2-(5-chloro-3-oxo-2,3-dihydro-1H-inden-1-ylidene)malononitrile ClC=1C=C2C(CC(C2=CC1)=C(C#N)C#N)=O